OC=1C=C(C#N)C=CC1C1=NN=C(C2=CC=C(C=C12)C)N[C@H]1CN(CCC1)C (R)-3-hydroxy-4-(7-methyl-4-((1-methylpiperidin-3-yl)amino)phthalazin-1-yl)benzonitrile